5-{4-[(1R)-1-{[5-(aminomethyl)-2-methylphenyl]formamido}ethyl]quinolin-2-yl}-N,N-dimethyl-1H-pyrrole-3-carboxamide NCC=1C=CC(=C(C1)C(=O)N[C@H](C)C1=CC(=NC2=CC=CC=C12)C1=CC(=CN1)C(=O)N(C)C)C